OC1=C(C2=CC=C(C=C2C=C1)N1C(CC1)=O)C=O 2-Hydroxy-6-(2-oxoazetidin-1-yl)-1-naphthaldehyde